C(C)(C)C1=C(C=CC=C1)C1N(C(CN(C1)CC=1C(=NN(C1)C)OC)=O)C1CC2(C1)CCN(CC2)C(=O)OC(C)(C)C tert-butyl 2-(2-(2-isopropylphenyl)-4-((3-methoxy-1-methyl-1H-pyrazol-4-yl) methyl)-6-oxopiperazin-1-yl)-7-azaspiro[3.5]nonane-7-carboxylate